O(C1=CC=CC=C1)CCN(CCC(C(=O)O)NC(CC(C(F)(F)F)(C)C)=O)CCCCC1=NC=2NCCCC2C=C1 4-[2-phenoxyethyl-[4-(5,6,7,8-tetrahydro-1,8-naphthyridin-2-yl)butyl]amino]-2-[(4,4,4-trifluoro-3,3-dimethyl-butanoyl)amino]butanoic acid